(ethylcyclopentadienyl)tris(dimethylamino)zirconium C(C)C1(C=CC=C1)[Zr](N(C)C)(N(C)C)N(C)C